n-pentylphosphine bromide [Br-].C(CCCC)P